(phenyl)(naphthyl)(carbazolyldimethylfluorenyl)amine C1(=CC=CC=C1)N(C1=C(C(=C(C=2C3=CC=CC=C3CC12)C1=CC=CC=2C3=CC=CC=C3NC12)C)C)C1=CC=CC2=CC=CC=C12